Ethyl 2-((4-cyanophenethyl) amino)-2-phenylacetate C(#N)C1=CC=C(CCNC(C(=O)OCC)C2=CC=CC=C2)C=C1